BrC1=C(C2=CC=C3C=CC=C4C=CC(=C1)C2=C43)N(C4=CC=CC=C4)C4=CC=3C(C2=CC=CC=C2C3C=C4)(C)C bromo-N-(9,9-dimethyl-9H-fluoren-2-yl)-N-phenyl-pyrene-1-amine